6-(4-((2-(2,6-dioxopiperidin-3-yl)-6-fluoro-1-oxoisoindolin-5-yl)methyl)piperazin-1-yl)-2-(4-phenoxyphenyl)nicotinamide O=C1NC(CCC1N1C(C2=CC(=C(C=C2C1)CN1CCN(CC1)C1=NC(=C(C(=O)N)C=C1)C1=CC=C(C=C1)OC1=CC=CC=C1)F)=O)=O